2,4-dichloro-3-(morpholinomethyl)benzoyl chloride ClC1=C(C(=O)Cl)C=CC(=C1CN1CCOCC1)Cl